ClC=1C=C2C=C(C(NC2=CC1)=O)C=1N=NN(C1)C1=CC=C(C=C1)O[C@H]1CN(CC1)C 6-chloro-3-{1-[4-((R)-1-methyl-pyrrolidin-3-yloxy)-phenyl]-1H-[1,2,3]triazol-4-yl}-1H-quinolin-2-one